bis(4-chlorophenyl)-4-methyl-3-morpholinone ClC1=CC=C(C=C1)C1(C(N(CCO1)C)=O)C1=CC=C(C=C1)Cl